3-[4-amino-7-(1H-pyrazol-3-yl)-[1,3]oxazolo[4,5-c]quinolin-2-yl]propan-1-ol NC1=NC=2C=C(C=CC2C2=C1N=C(O2)CCCO)C2=NNC=C2